Cl.N1C(=CC2=CC=CC=C12)N indol-2-amine hydrochloride